C1=CC(=CC=2SC3=C(C21)C=CC=C3)B(O)O 3-dibenzo[b,d]thiophene-boronic acid